tert-butyl N-(cyanomethyl)-N-(6,7-dichloro-3-iodo-1H-indol-4-yl)carbamate C(#N)CN(C(OC(C)(C)C)=O)C1=C2C(=CNC2=C(C(=C1)Cl)Cl)I